C1(CCC1)CN(C(OC(C)(C)C)=O)[C@H]1CN(CCC1)C=1N=NC(=CC1)C(C)NC(=O)C=1N=C2N(C(C1)=S)C=CC=C2 tert-butyl (cyclobutylmethyl)((3R)-1-(6-(1-(4-thioxo-4H-pyrido[1,2-a]pyrimidine-2-carboxamido)ethyl) pyridazin-3-yl)piperidin-3-yl)carbamate